C(CNC(C1=C(C=CC=C1)O)C(=O)O)NC(C1=C(C=CC=C1)O)C(=O)O ethylenebis-(2-hydroxy-phenylglycine)